FC=1C(=C(C=CC1F)C1C(OC(C1C)(C(F)(F)F)C)C(=O)N)C1OC1 3-[3,4-difluoro-2-(oxiran-2-yl)phenyl]-4,5-dimethyl-5-(trifluoromethyl)tetrahydrofuran-2-carboxamide